N-(1H-indol-3-yl)-6-(2-methoxyphenyl)-3,4-dihydroisoquinoline-2(1H)-carboxamide N1C=C(C2=CC=CC=C12)NC(=O)N1CC2=CC=C(C=C2CC1)C1=C(C=CC=C1)OC